CC=1N=CSC1C=1C=CC(=C(OC2CCN(CC2)C(=O)OC(C)(C)C)C1)CNC(=O)OCC[Si](C)(C)C tert-Butyl 4-(5-(4-methylthiazol-5-yl)-2-((((2-(trimethylsilyl)ethoxy)carbonyl)amino)methyl)phenoxy)piperidine-1-carboxylate